SC=1SC2=C(N1)C=CC=C2 2-mercaptobenzothiazol